2-ethoxycarbonylethyl butyrate C(CCC)(=O)OCCC(=O)OCC